[Br-].FC1=C(C=CC(=C1F)OC)C1=CN=C2N1C=CN=C2NC2=CC(=C(C(=O)NCCOCC[N+](C)(C)CCCC(=O)OC)C=C2)CC 2-[2-[[4-[[3-(2,3-difluoro-4-methoxy-phenyl)imidazo[1,2-a]pyrazin-8-yl]amino]-2-ethyl-benzoyl]amino]ethoxy]ethyl-(4-methoxy-4-oxo-butyl)-dimethyl-ammonium bromide